isopropyl 3-(3-acrylamido-4-methylphenyl)-2-(4-(1-methylpiperidin-4-yl)phenyl)-1H-pyrrolo[2,3-b]pyridine-5-carboxylate 2,2,2-trifluoroacetate FC(C(=O)O)(F)F.C(C=C)(=O)NC=1C=C(C=CC1C)C1=C(NC2=NC=C(C=C21)C(=O)OC(C)C)C2=CC=C(C=C2)C2CCN(CC2)C